1,3-dihydro-2H-benzo[b]azepin-2-one N1C2=C(C=CCC1=O)C=CC=C2